FC1=CC=C2C(=CNC2=C1)CC(=O)N[C@@H](C(C)C)C(=O)OCC ethyl (2-(6-fluoro-1H-indol-3-yl)acetyl)valinate